FC1=CC2=C(N(C(=N2)N2C[C@H]([C@@H](CC2)F)N)CC2=NC=C(C=N2)F)C=C1F (3R,4R)-1-(5,6-Difluoro-1-((5-fluoropyrimidin-2-yl)methyl)-1H-benzo[d]imidazol-2-yl)-4-fluoropiperidin-3-amin